C(C)C=1C(NC=2C=C(C=NC2C1)CN1C=2C=CN=CC2C=CC1)=C=O (1S,6R)-5-((7-ethyl-6-carbonyl-5,6-dihydro-1,5-naphthyridin-3-yl)methyl)-2,5-naphthyridin